C(C)(C)(C)OC(=O)N1SOC[C@@]1(C1=CC=CC=C1)C.BrC=1C(=NOC1C)OC[C@](C)(C1=CC=CC=C1)NC(OC(C)(C)C)=O (S)-tert-butyl (1-((4-bromo-5-methylisoxazol-3-yl)oxy)-2-phenylpropan-2-yl)carbamate (S)-tert-butyl-4-methyl-4-phenyl-1,2,3-oxathiazolidine-3-carboxylate